Cl.C(C)(=O)OC1=C(C(=O)OCC)C=CC=C1 ethyl 2-acetoxybenzoate hydrochloride